Ethyl (R)-3-amino-3-(3-bromo-5-(tert-butyl)phenyl)propanoate N[C@H](CC(=O)OCC)C1=CC(=CC(=C1)C(C)(C)C)Br